N-(1-(3,3-difluorocyclopentyl)-2-oxo-1,2-dihydropyridin-3-yl)-2,6-difluoro-4-nitrobenzamide FC1(CC(CC1)N1C(C(=CC=C1)NC(C1=C(C=C(C=C1F)[N+](=O)[O-])F)=O)=O)F